2-oxo-N-(1H-pyrazolo[4,3-c]pyridin-7-yl)-2-[(2R,5S)-5-methyl-2-[2-[(3S,5S)-1,5-dimethyl-3-piperidyl]-1,3-benzothiazol-5-yl]-1-piperidyl]acetamide O=C(C(=O)NC=1C2=C(C=NC1)C=NN2)N2[C@H](CC[C@@H](C2)C)C=2C=CC1=C(N=C(S1)[C@@H]1CN(C[C@H](C1)C)C)C2